COC=1C(=C2C=CNC2=C(C1)C)CN1[C@@H](CC(CC1)N1N=CC=C1)C1=CC=C(C(=O)O)C=C1 4-((2S)-1-((5-methoxy-7-methyl-1H-indol-4-yl)methyl)-4-(1H-pyrazol-1-yl)piperidin-2-yl)benzoic acid